C(C)(C)(C)OOC(CCC(=O)OCCCC)(C)OOC(C)(C)C n-butyl 4,4-bis-(t-butyl peroxy)pentanoate